O=C1NC(CCC1N1C(C2=CC=C(C=C2C1)N1CCN(CC1)C(CCCCC1=NC(=NO1)C1=C(C=C(C=N1)NC(=O)NC=1C=NC=2N(C1C(C)C)N=CC2)C)=O)=O)=O 1-[6-[5-[5-[4-[2-(2,6-dioxo-3-piperidyl)-1-oxo-isoindolin-5-yl]piperazin-1-yl]-5-oxo-pentyl]-1,2,4-oxadiazol-3-yl]-5-methyl-3-pyridyl]-3-(7-isopropylpyrazolo[1,5-a]pyrimidin-6-yl)urea